6-((2-((3R,4R)-3-amino-4-fluoro-1-piperidinyl)-5-(difluoromethoxy)-1H-benzimidazol-1-yl)methyl)-3-pyridinecarbonitrile N[C@@H]1CN(CC[C@H]1F)C1=NC2=C(N1CC1=CC=C(C=N1)C#N)C=CC(=C2)OC(F)F